[SiH2]1C=C1 silirene